CC=1C(=NC=CC1)NC1=NC(=NS1)C1=CC=C(C=N1)C(=O)N1CCCC1 (6-(5-(3-methylpyridin-2-ylamino)-1,2,4-thiadiazol-3-yl)pyridin-3-yl)(pyrrolidin-1-yl)methanone